4-[(2,6-difluorophenyl)methyl]-1,2,4-triazol-3-one FC1=C(C(=CC=C1)F)CN1C(NN=C1)=O